C(C)(C)C1=CC(=CC2=C1N(C(N2C)=O)C)C=2C=CC=C1C=C(N=CC21)C=2C=C(C(=NC2)C(=O)OC)OC methyl 5-(8-(7-isopropyl-1,3-dimethyl-2-oxo-2,3-dihydro-1H-benzo[d]imidazol-5-yl)isoquinolin-3-yl)-3-methoxypicolinate